(1-((1r,4r)-4-(cyanomethyl)cyclohexyl)-6-(phenylsulfonyl)-1,6-dihydroimidazo[4,5-d]pyrrolo[2,3-b]pyridin-2-yl)methyl (2-methoxyethyl)carbamate COCCNC(OCC1=NC=2C(=C3C(=NC2)N(C=C3)S(=O)(=O)C3=CC=CC=C3)N1C1CCC(CC1)CC#N)=O